N-[5-[2-cyano-5-[3,3,3-trifluoro-2-hydroxy-2-(trifluoromethyl)propoxy]-4-pyridyl]pyrazolo[1,5-a]pyridin-2-yl]cyclopropanecarboxamide C(#N)C1=NC=C(C(=C1)C1=CC=2N(C=C1)N=C(C2)NC(=O)C2CC2)OCC(C(F)(F)F)(C(F)(F)F)O